ClC=1C(=C(C=CC1)NC=1C2=C(N=CN1)C=CC(=N2)C21CN(CC1C2)C(=O)OCC2=CC=CC=C2)F Benzyl 1-(4-((3-chloro-2-fluorophenyl)amino)pyrido[3,2-d]pyrimidin-6-yl)-3-azabicyclo[3.1.0]hexane-3-carboxylate